4-[1-[(4-fluorophenyl)methoxy]pyrazol-3-yl]piperidine FC1=CC=C(C=C1)CON1N=C(C=C1)C1CCNCC1